NCC1=NNC(C2=C(C=C(C=C12)C=1C=NN(C1C1=C(C#N)C=CC=C1)C)C1OCCC1)=O 2-(4-(4-(aminomethyl)-1-oxo-8-(tetrahydrofuran-2-yl)-1,2-dihydrophthalazin-6-yl)-1-methyl-1H-pyrazol-5-yl)benzonitrile